O1CCN(CC1)CCCOC1=CC=C2C=CC(C2=C1)=O 6-(3-morpholinopropoxy)inden-1-one